NC1=NC(=NC=C1N1CCOCC1)C1=NN(C2=NC=C(C=C21)F)CC2=C(C=CC=C2)F (4-amino-2-(5-fluoro-1-(2-fluorobenzyl)-1H-pyrazolo[3,4-b]pyridin-3-yl)pyrimidin-5-yl)(morpholine)